N-((6S,7S)-6-((2,5-difluoro-[1,1'-biphenyl]-3-yl)methyl)-5-azaspiro[2.4]heptan-7-yl)-1-fluoromethanesulfonamide FC1=C(C=C(C=C1C[C@@H]1NCC2(CC2)[C@@H]1NS(=O)(=O)CF)F)C1=CC=CC=C1